NC1=NC=C(C=C1C1=CC=C(C=C1)C=1N(C=C(C(C1C=1C=NC(=CC1)C)=O)C(=O)N)CC1CCOCC1)C1=CC(=C(C=C1)OC)OC {4-[2-amino-5-(3,4-dimethoxyphenyl)pyridin-3-yl]phenyl}-6'-methyl-4-oxo-1-(tetrahydro-2H-pyran-4-ylmethyl)-1,4-dihydro-3,3'-bipyridine-5-carboxamide